ethyliminotri(ethylmethylamino)tantalum C(C)N=[Ta](N(CC)C)(N(CC)C)N(C)CC